(2E,4E)-5-(3-fluoro-4-methoxyphenyl)-2,4-pentadienoic acid FC=1C=C(C=CC1OC)/C=C/C=C/C(=O)O